2-[7-(aminocarbonyl)-5-fluoro-2H-indazol-2-yl]ethane ammonium trifluoroacetate FC(C(=O)[O-])(F)F.[NH4+].NC(=O)C1=CC(=CC2=CN(N=C12)CC)F